((S)-5H-imidazo[5,1-a]isoindol-5-yl)-5,6,7,8-tetrahydroquinoline-3-carbonitrile C=1N=CN2C1C1=CC=CC=C1[C@H]2C2=NC=1CCCCC1C=C2C#N